FC1(CN(C1)C=1C=C(C(=NC1)C=1C=C(SC1CO)C(=O)OC)OCC1=CC(=CC(=C1)C(F)(F)F)F)F methyl 4-[5-(3,3-difluoroazetidin-1-yl)-3-{[3-fluoro-5-(trifluoromethyl)phenyl]methoxy}pyridin-2-yl]-5-(hydroxymethyl)thiophene-2-carboxylate